dimethylsilylbis(4,5,6,7-tetrahydroinden-1-yl)zirconium C[SiH](C)[Zr](C1C=CC=2CCCCC12)C1C=CC=2CCCCC12